C(C)(C)OC(C1=C(C=CC=C1)P(=O)CCOC(C)C)=O 2-(isopropoxyethylphosphinyl)-benzoic acid isopropyl ester